(1S,5R)-3-(8-cyanoquinolin-5-yl)-N-(cis-3-morpholinocyclobutyl)-5-(trifluoromethyl)-3-azabicyclo[3.1.0]hexane-1-carboxamide C(#N)C=1C=CC(=C2C=CC=NC12)N1C[C@@]2(C[C@@]2(C1)C(F)(F)F)C(=O)N[C@@H]1C[C@@H](C1)N1CCOCC1